2-[4-(2,6-dichloro-4-trifluoromethoxy-phenylamino)-2-fluoro-phenyl]-N-(2-hydroxy-ethyl)propionamide ClC1=C(C(=CC(=C1)OC(F)(F)F)Cl)NC1=CC(=C(C=C1)C(C(=O)NCCO)C)F